ClC1=CC(=C(C=C1)C1=NC(=CC=2N=C(N(C(C21)=O)C)C)N2C[C@](OCC2)(C)C2CC2)F (S)-5-(4-chloro-2-fluorophenyl)-7-(2-cyclopropyl-2-methylmorpholino)-2,3-dimethylpyrido[4,3-d]pyrimidin-4(3H)-one